O=C1NC(CCC1N1CCN(CCC1)C(=O)OC(C)(C)C)=O tert-Butyl 4-(2,6-dioxopiperidin-3-yl)-1,4-diazepane-1-carboxylate